Methyl 3-chloro-6-(2-chloro-4-(difluoromethoxy) phenyl)picolinate ClC=1C(=NC(=CC1)C1=C(C=C(C=C1)OC(F)F)Cl)C(=O)OC